N-[4-fluoro-5-(2-morpholin-4-yl-1,3-thiazol-5-yl)-2-[(3R,5S)-3,4,5-trimethylpiperazin-1-yl]phenyl]-6-oxo-4-(trifluoromethyl)-1H-pyridine-3-carboxamide FC1=CC(=C(C=C1C1=CN=C(S1)N1CCOCC1)NC(=O)C1=CNC(C=C1C(F)(F)F)=O)N1C[C@H](N([C@H](C1)C)C)C